N-(4-chloro-3-fluorophenyl)-N-{4-[2-(2-chlorophenyl)acetamido]pyridin-2-yl}acetamide ClC1=C(C=C(C=C1)N(C(C)=O)C1=NC=CC(=C1)NC(CC1=C(C=CC=C1)Cl)=O)F